FC1=CC=C(OCCCC(C(=O)N2C(CN(CC2)S(=O)(=O)C2=CC=C(C=C2)S(=O)(=O)C)C)(C)C)C=C1 5-(4-fluorophenoxy)-2,2-dimethyl-1-(2-methyl-4-((4-(methylsulfonyl)phenyl)sulfonyl)piperazin-1-yl)pentan-1-one